3-((4-(trifluoromethyl)benzyl)amino)azetidine-1,3-dicarboxylic acid 1-(tert-butyl) ester 3-ethyl ester C(C)OC(=O)C1(CN(C1)C(=O)OC(C)(C)C)NCC1=CC=C(C=C1)C(F)(F)F